3,4,5,6-tetrafluoro-N,N,4'-trimethyl-[1,1'-biphenyl]-2-sulfonamide FC1=C(C(=C(C(=C1F)F)F)C1=CC=C(C=C1)C)S(=O)(=O)N(C)C